N-[(1S,2S)-2-Hydroxycyclohexyl]-4-(4-cyanobenzyl)-pyrrolo[1,2-b]pyridazine-2-carboxamide O[C@@H]1[C@H](CCCC1)NC(=O)C=1C=C(C=2N(N1)C=CC2)CC2=CC=C(C=C2)C#N